methyl 2-(8-azaspiro[4.5]decan-3-yl)-8-fluoro-3,4-dihydro-1H-isoquinoline-6-carboxylate C1CC(CC12CCNCC2)N2CC1=C(C=C(C=C1CC2)C(=O)OC)F